2-Amino-6-((2-hydroxyphenyl)amino)-N-(1,2,3,4-tetrahydronaphthalen-2-yl)pyrimidine-4-carboxamide NC1=NC(=CC(=N1)C(=O)NC1CC2=CC=CC=C2CC1)NC1=C(C=CC=C1)O